NC=1C=C(C=CC1OC)C1(CC1)NC(OC(C)(C)C)=O tert-butyl [1-(3-amino-4-methoxyphenyl)cyclopropyl]carbamate